1-(5-((4-benzhydrylpiperazin-1-yl)methyl)-1-oxoisoindolin-2-yl)dihydropyrimidine-2,4(1H,3H)-dione C(C1=CC=CC=C1)(C1=CC=CC=C1)N1CCN(CC1)CC=1C=C2CN(C(C2=CC1)=O)N1C(NC(CC1)=O)=O